CC1=NN2C(N(C([C@H](CC2)NC(=O)C2=NN(C=N2)CC2CC(C2)C)=O)C)=C1 N-((S)-2,4-dimethyl-5-oxo-5,6,7,8-tetrahydro-4H-pyrazolo[1,5-a][1,3]diazepin-6-yl)-1-(((1R,3S)-3-methylcyclobutyl)methyl)-1H-1,2,4-triazole-3-carboxamide